3,7-diethyl-1-(3-hydroxypropyl)-8-(3-(trifluoromethoxy)phenoxy)-1H-purine-2,6(3H,7H)-dione C(C)N1C(N(C(C=2N(C(=NC12)OC1=CC(=CC=C1)OC(F)(F)F)CC)=O)CCCO)=O